CC1=C(OCC(=O)O)C=CC(=C1)SCC1=C(N=C(S1)C1=CC=C(C=C1)C(F)(F)F)C 2-[2-methyl-4-[[[4-methyl-2-[4-(trifluoromethyl)phenyl]-5-thiazolyl]methyl]thio]phenoxy]acetic acid